C[C@H]1CN(CCC1)C1=NC(=NC2=C(C(=C(C=C12)F)C1=CC(=CC2=CC=C(C(=C12)C#C[Si](C(C)C)(C(C)C)C(C)C)F)O[Si](C(C)C)(C(C)C)C(C)C)F)F (3R)-3-methyl-1-(2,6,8-trifluoro-7-((Ra)-7-fluoro-8-((triisopropylsilyl)ethynyl)-3-((triisopropylsilyl)oxy)naphthalen-1-yl)quinazolin-4-yl)piperidine